Diazobutanone [N+](=[N-])=CC(CC)=O